[Si](C)(C)(C(C)(C)C)OCCCC[C@@H]([C@@H](C(C(C)(C)C)=O)NC1=CC=CC=C1)C (4S,5S)-9-((Tert-butyldimethylsilyl)oxy)-2,2,5-trimethyl-4-(phenylamino)nonan-3-one